NC1=C(C(=O)O)C=CC(=N1)OC 2-amino-6-methoxynicotinic acid